C(N)(=N)C=1C=C(SC1)[C@@H](C)NC(=O)[C@H]1N(C[C@](C1)(CF)F)C(CNC(CCCOC1=CC=C(C=C1)F)=O)=O (2S,4R)-N-((R)-1-(4-carbamimidoylthiophen-2-yl)ethyl)-4-fluoro-4-(fluoro-methyl)-1-((4-(4-fluorophenoxy)butanoyl)glycyl)pyrrolidine-2-carboxamide